O1COC2=C1C=CC(=C2)C=2C(C=1C(=CN=C(C1)N[C@@H](C)C1=CC(=CC=C1)F)OC2)=O (S)-3-(benzo[d][1,3]dioxolan-5-yl)-6-((1-(3-fluorophenyl)ethyl)amino)-4H-pyrano[2,3-c]pyridin-4-one